1-[2-(2-mercapto-2-methyl-propylamino)-ethylamino]-2-methyl-propane-2-thiol SC(CNCCNCC(C)(S)C)(C)C